gold-bismuth sulfide [Bi]=S.[Au]